2-[[2-chloro-4-(trifluoromethyl)phenoxy]methyl]-α-(methoxymethylene)benzeneacetate ClC1=C(OCC2=C(C=CC=C2)C(C(=O)[O-])=COC)C=CC(=C1)C(F)(F)F